FC1=C(C(=O)O)C=CC=C1N(CC1CC1)C(C1=CC=C(C=C1)F)=O 2-fluoro-3-[N-(cyclopropylmethyl)-4-fluoro-benzoylamino]benzoic acid